(4-(7-fluoroquinolin-4-yl)piperazin-1-yl)(1-(4-nitrobenzyl)pyrrolidin-3-yl)methanone FC1=CC=C2C(=CC=NC2=C1)N1CCN(CC1)C(=O)C1CN(CC1)CC1=CC=C(C=C1)[N+](=O)[O-]